ethyl (2E)-4-[(tert-butoxycarbonyl)amino]-3-(3-chlorophenyl)but-2-enoate C(C)(C)(C)OC(=O)NC/C(=C/C(=O)OCC)/C1=CC(=CC=C1)Cl